4-[4-[(4-aminophenoxy)methyl]-4,5-dihydro-2-oxazolyl]-aniline NC1=CC=C(OCC2N=C(OC2)C2=CC=C(N)C=C2)C=C1